FC(CCCN1C[C@H](CC1)N1C(=NC=2C1=C1C(=NC2)NC=C1)C1=CC=C(O1)CO)(F)F (S)-(5-(1-(1-(4,4,4-trifluorobutyl)pyrrolidin-3-yl)-1,6-dihydroimidazo[4,5-d]pyrrolo[2,3-b]pyridin-2-yl)furan-2-yl)methanol